N-(3-chloro-2-fluorophenyl)-7-((3-methoxypyrrolidin-3-yl)ethynyl)-6-nitroquinazolin-4-amine ClC=1C(=C(C=CC1)NC1=NC=NC2=CC(=C(C=C12)[N+](=O)[O-])C#CC1(CNCC1)OC)F